3-methyl-5-phenyl-pentyl 4-methoxy-benzoate COC1=CC=C(C(=O)OCCC(CCC2=CC=CC=C2)C)C=C1